CO\N=C(\C(=O)OC)/C1=C(C(=CC=C1)C)CO\N=C(/COC)\C1=C(C=C(C=C1F)F)F methyl (2E)-2-methoxyimino-2-[2-[[(Z)-[2-methoxy-1-(2,4,6-trifluoro-phenyl)ethylidene]amino]oxymethyl]-3-methyl-phenyl]acetate